[Si](C)(C)(C(C)(C)C)O[C@@H]1CC(N(C1)C(=O)OC(C)(C)C)C1CC(NCC1)=O tert-butyl (4R)-4-{[tert-butyl(dimethyl)silyl]oxy}-2-(2-oxopiperidin-4-yl)pyrrolidine-1-carboxylate